C(C1=CC=CC=C1)OC=1C=C(C#N)C=CC1[C@@H](C1=CC=NC=C1)OC1=CC=C2C(CCOC2=C1C)=O (R,S)-3-(Benzyloxy)-4-(((8-methyl-4-oxochroman-7-yl)oxy)(pyridin-4-yl)methyl)benzonitrile